NC(C(=O)O)CSCC(=O)O 2-amino-3-(carboxymethylsulfanyl)propanoic acid